COC=1C(=C(C=CC1)C=1C(=C2C(=NC(=NN2C1)C=1N(C=CN1)C)NC1CC(C1)OC)C1=CC=CC=C1)C 6-(3-Methoxy-2-methylphenyl)-N-((1r,3r)-3-methoxycyclobutyl)-2-(1-methyl-1H-imidazol-2-yl)-5-phenylpyrrolo[2,1-f][1,2,4]triazin-4-amine